ClC=1C=C2C[C@@H](CC2=CC1)N |r| racemic-5-chloro-2,3-dihydro-1H-inden-2-amine